N-(4-chloro-2-fluorophenyl)-6-(methylsulfonyl)-1H-indole-3-sulfonamide ClC1=CC(=C(C=C1)NS(=O)(=O)C1=CNC2=CC(=CC=C12)S(=O)(=O)C)F